(2-chloroacetyl) 2-chloroacetate ClCC(=O)OC(CCl)=O